COC1CC(C1)OC=1C=CN=C2C(=CC(=NC12)C=1C=C2CN(C(C2=CC1)=O)C1C(NC(CC1)=O)=O)CN1CCCC1 3-(5-(8-((1s,3s)-3-methoxycyclobutoxy)-4-(pyrrolidin-1-ylmethyl)-1,5-naphthyridin-2-yl)-1-oxoisoindolin-2-yl)piperidine-2,6-dione